NC=1C=C(CCN2[C@@H](O[C@H](C2=O)C)C=2C(=NN(C2)C2=CC=C(C=C2)Br)C2=CC=C(C=C2)F)C=CC1 (2S,5S)-3-(3-aminophenethyl)-2-(1-(4-bromophenyl)-3-(4-Fluorophenyl)-1H-pyrazol-4-yl)-5-methyloxazolidin-4-one